COCC(C)(C)NC=1C2=C(N=C(N1)NC1=C(C=C(C=C1)S(=O)(=O)C)OC)NC=C2 N4-(1-methoxy-2-methylpropan-2-yl)-N2-(2-methoxy-4-(methyl-sulfonyl)phenyl)-7H-pyrrolo[2,3-d]pyrimidine-2,4-diamine